F[C@@H]1CNCC[C@H]1OC=1C=C2C=NN(C2=CC1)C 5-(((3R,4R)-3-fluoropiperidin-4-yl)oxy)-1-methyl-1H-indazole